(4R)-4-Amino-2-(3-methoxypropyl)-3,4-dihydro-2H-thieno[3,2-e][1,2]thiazine-6-sulfonamide 1,1-dioxide ethanedioate C(C(=O)O)(=O)O.N[C@H]1CN(S(C2=C1C=C(S2)S(=O)(=O)N)(=O)=O)CCCOC